5,6,6,6-tetrafluoro-5-(heptafluoropropoxy)hexane FC(CCCC)(C(F)(F)F)OC(C(C(F)(F)F)(F)F)(F)F